C1(CC1)OC1=CC=C(C=C1)C1=NNC2=NC=C(C=C21)C2=CC=C(C=C2)N2CCN(CC2)C 3-(4-Cyclopropoxyphenyl)-5-(4-(4-methylpiperazin-1-yl)phenyl)-1H-pyrazolo[3,4-b]pyridine